3-amino-4,5-dihydroxy-2,6-dimethyl-pyridine NC=1C(=NC(=C(C1O)O)C)C